C(C)N1C2=C(CC(C1=O)NC(C1=CC(=CC=C1)C(F)(F)F)=O)C(=NN2C2=CC=CC=C2)C(=O)[O-] 7-ethyl-6-oxo-1-phenyl-5-(3-(trifluoromethyl)benzamido)-4,5,6,7-tetrahydro-1H-pyrazolo[3,4-b]pyridine-3-carboxylate